(S)-4-(4-((4-((4-((tetrahydrofuran-3-yl)oxy)-5-(trifluoromethyl)pyrimidine-2-yl)amino)piperidin-1-yl)sulfonyl)phenyl)-3,6-dihydropyridine-1(2H)-carboxylate O1C[C@H](CC1)OC1=NC(=NC=C1C(F)(F)F)NC1CCN(CC1)S(=O)(=O)C1=CC=C(C=C1)C=1CCN(CC1)C(=O)[O-]